CN([C@@H](CC(C)C)C(=O)O)C dimethyl-L-Leucine